ClC=1C(=NC(=NC1)N[C@H]1CN(CCC1)C(=O)C1=CC=C(C=C1)NC(\C=C\CN(C)C)=O)C1=CNC2=CC=CC=C12 (R,E)-N-(4-(3-((5-chloro-4-(1H-indol-3-yl)pyrimidin-2-yl)amino)piperidine-1-carbonyl)phenyl)-4-(dimethylamino)but-2-enamide